5-fluoro-2-methyl-8H-dibenzo[3,4:6,7]cyclohepta[1,2-b]thiophen-8-ol FC=1C=CC2=C(C3=C(SC(=C3)C)C3=C(C2O)C=CC=C3)C1